1,2-dihydrobenzene-1,2-diol C1(C(C=CC=C1)O)O